COC1=CC=C(C=C1)C=1C2=CC=CC=C2N=C2C(=CC=CC12)F 9-(p-methoxyphenyl)-4-fluoroacridine